2,3-dihydro-1H-inden-5-yl 4-guanidinobenzoate hydrochloride Cl.N(C(=N)N)C1=CC=C(C(=O)OC=2C=C3CCCC3=CC2)C=C1